ClC1=NN(C(C=C1Cl)=O)CC(=O)O 2-(3,4-dichloro-6-oxopyridazin-1(6H)-yl)acetic acid